C(C)(C)(C)OC(=O)NCC(=O)O ((tert-Butoxycarbonyl)amino)acetic acid